4-Chloropyridin-2-ylcarbamic acid tert-butyl ester C(C)(C)(C)OC(NC1=NC=CC(=C1)Cl)=O